(1aR,5aR)-2-Pyrazin-2-yl-1a,2,5,5a-tetrahydro-1H-2,3-diaza-cyclopropa[a]pentalene-4-carboxylic Acid (2-Hydroxy-1-tetrahydro-pyran-4-yl-ethyl)-amide OCC(C1CCOCC1)NC(=O)C=1C=2C[C@@H]3[C@H](C2N(N1)C1=NC=CN=C1)C3